FC1=C(C=C(C(=C1)C(=O)O)C)C1=CC=C(C=C1)C1=N[C@H](C=2N(C3=C1C(=C(S3)C)C)C(=NN2)C)CC(=O)OC 2-fluoro-4'-[(6S)-6-(2-methoxy-2-oxoethyl)-2,3,9-trimethyl-6H-thieno[3,2-f][1,2,4]triazolo[4,3-a][1,4]diazepin-4-yl]-5-methyl-[1,1'-biphenyl]-4-carboxylic acid